N1(N=CC=C1)C1=CC=C(CN2C3=NC(=NC=C3N(C2=O)C)Cl)C=C1 (4-(1H-pyrazol-1-yl)benzyl)-2-chloro-7-methyl-7,9-dihydro-8H-purin-8-one